(3R,4R)-N-((5-cyclopropylpyridin-2-yl)methyl)-4-methoxytetrahydro-2H-pyran-3-amine C1(CC1)C=1C=CC(=NC1)CN[C@@H]1COCC[C@H]1OC